COC=1C=C(C=CC1NC=1N=CC2=C(N1)C(=NC(=C2)C)NCC(C)(C)OC)C=2C=NN(C2CO)C (4-(3-methoxy-4-((8-((2-methoxy-2-methylpropyl)amino)-6-methylpyrido[3,4-d]pyrimidin-2-yl)amino)phenyl)-1-methyl-1H-pyrazol-5-yl)methanol